OCC(C(=O)O)=O 3-HYDROXY-2-OXOPROPANOIC ACID